(difluoromethyl)-5-fluoro-8-hydroxy-3,4-dihydroisoquinoline-2(1H)-carboxylic acid tert-butyl ester C(C)(C)(C)OC(=O)N1C(C2=C(C=CC(=C2CC1)F)O)C(F)F